Cl.N[C@@H]1CN(CC[C@H]1O)C1=CC(=NC=C1C=1C=NN(C1)C(F)F)NC1=NC(=NC=C1)C1=C(C=C(C=C1OC)F)F (3R,4R)-3-amino-1-(2-((2-(2,4-difluoro-6-methoxyphenyl)pyrimidin-4-yl)amino)-5-(1-(difluoromethyl)-1H-pyrazol-4-yl)pyridin-4-yl)piperidin-4-ol hydrochloride